(5S)-5-[(3,3-Difluoropyrrolidin-1-yl)carbonyl]-2-{[1-ethyl-3-(trifluoromethyl)-1H-pyrazol-5-yl]methyl}-5,6,7,8-tetrahydro[1,2,4]triazolo[4,3-a]pyridin-3(2H)-one FC1(CN(CC1)C(=O)[C@@H]1CCCC=2N1C(N(N2)CC2=CC(=NN2CC)C(F)(F)F)=O)F